ClC1=C(C=CC=2S(C3=C(C(NC21)=O)C=CC=C3)(=O)=O)C(=O)O 9-chloro-11-oxo-10,11-dihydrodibenzo[b,f][1,4]thiazepine-8-carboxylic acid 5,5-dioxide